lithium trisilaneamide [Si]([SiH2][SiH3])(=O)N.[Li]